FS(C1=CC=C(C=C1)NC1CCN(CC1)C(=O)OC(C)(C)C)(F)(F)(F)F tert-butyl 4-{[4-(pentafluoro-λ6-sulfanyl)phenyl]Amino}piperidine-1-carboxylate